5β-pregnan-3α-ol-20-one CC(=O)[C@H]1CC[C@@H]2[C@@]1(CC[C@H]3[C@H]2CC[C@H]4[C@@]3(CC[C@H](C4)O)C)C